CC(CCC(=O)O)(C#N)N=NC(C)(CCC(=O)O)C#N 4,4-azobis(4-cyanovaleric acid)